B(O)O.B(O)(O)O boric acid (boronate)